Di-(4-phenoxyphenyl)-carbonat O(C1=CC=CC=C1)C1=CC=C(C=C1)OC(OC1=CC=C(C=C1)OC1=CC=CC=C1)=O